BrC=1C=C(OCCNC(OC(C)(C)C)=O)C=C(C1)Cl tert-butyl N-[2-(3-bromo-5-chloro-phenoxy)ethyl]carbamate